C(#C)C1=CC(N(C=2N=C(N=CC21)NC2=C(C=CC=C2)OC)C=2C=C(C=CC2)NS(=O)(=O)C)=O N-(3-(5-Ethynyl-2-((2-methoxyphenyl)amino)-7-oxopyrido[2,3-d]pyrimidin-8(7H)-yl)phenyl)methanesulfonamide